C(C#CC)(=O)OC=C vinyl butynoate